eicosyl carbonate C(OCCCCCCCCCCCCCCCCCCCC)([O-])=O